N-({(2R,3R)-1-[(1S,2S)-2-(2',6'-difluoro-5-methyl[1,1'-biphenyl]-2-yl)-2-fluorocyclopropane-1-carbonyl]-3-fluoroazetidin-2-yl}methyl)methanesulfonamide FC1=C(C(=CC=C1)F)C1=C(C=CC(=C1)C)[C@]1([C@@H](C1)C(=O)N1[C@@H]([C@@H](C1)F)CNS(=O)(=O)C)F